CCCCCCCC/C=C\CCCCCCCC(=O)OC[C@H](COP(=O)(O)OC[C@@H](C(=O)O)N)OC(=O)CCCCCCC/C=C\CCCCCC 1-(9Z-octadecenoyl)-2-(9Z-hexadecenoyl)-glycero-3-phosphoserine